Cl.FC1=CC=2OCC(CC2S1)NC fluoro-N-methyl-6,7-dihydro-5H-thieno[3,2-b]pyran-6-amine hydrochloride